2-(4-methylpiperazin-1-yl)-N-(4-(3-(piperidin-1-yl)cyclobutoxy)phenyl)acetamide CN1CCN(CC1)CC(=O)NC1=CC=C(C=C1)OC1CC(C1)N1CCCCC1